[Cl-].NC1=CC=CC=C1 aniline chloride salt